FC(S(=O)(=N)C=1C=C(C=CC1OC)C=1C2=C(N=C(N1)N1[C@H]([C@@H](C1)O)C)C(CC2)(F)F)F (2S,3R)-1-[4-[3-(difluoromethylsulfonimidoyl)-4-methoxy-phenyl]-7,7-difluoro-5,6-dihydrocyclopenta[d]pyrimidin-2-yl]-2-methyl-azetidin-3-ol